CN1C(C=CC=C1C1=CC=CC=C1)=O 1-methyl-6-phenylpyridine-2-one